2-bromoethanesulfonic acid BrCCS(=O)(=O)O